3-(6-fluoro-1-oxo-4-((4-((((1R,2S,4R)-1,7,7-trimethylbicyclo[2.2.1]heptan-2-yl)amino)methyl)benzyl)thio)isoindolin-2-yl)piperidine-2,6-dione FC1=CC(=C2CN(C(C2=C1)=O)C1C(NC(CC1)=O)=O)SCC1=CC=C(C=C1)CN[C@@H]1[C@@]2(CC[C@H](C1)C2(C)C)C